N[C@H]1CN(CC1)C(=O)C1=CC(=NC=C1)C(=O)NC1=CC(=CC=C1)[C@H](C)SC1=NN=CN1C 4-((R)-3-aminopyrrolidine-1-carbonyl)-N-(3-((S)-1-((4-methyl-4H-1,2,4-triazol-3-yl)thio)ethyl)phenyl)picolinamide